CC1=NC(=NO1)NC(C)=O N-(5-Methyl-1,2,4-oxadiazol-3-yl)-acetamid